N1C(NCC1)NC(C=C)=O N-(2-imidazolidinyl)acrylamide